C(N(CC(=O)[O-])CC(=O)[O-])CN(CC(=O)[O-])CC(=O)[O-].[Ni+2].[Ni+2] nickel edetate